FC1=C(C(=CC(=C1)OCC1[C@H]2CN(C[C@@H]12)C)F)C=1C(=NC=2N(C1N[C@H](C)C(C)C)N=CN2)C 6-(2,6-difluoro-4-(((1R,5S,6r)-3-methyl-3-azabicyclo[3.1.0]hex-6-yl)methoxy)phenyl)-5-methyl-N-((R)-3-methylbutan-2-yl)-[1,2,4]triazolo[1,5-a]pyrimidin-7-amine